COC1=CC=C2C(=N1)C(=CN2)CCN(CC)CC 2-(5-methoxy-1H-pyrrolo[3,2-b]pyridin-3-yl)-N,N-diethylethan-1-amine